4-bromo-5-[4-(4-chloro-benzyl)-piperazin-1-yl]-benzofuran-2-carboxylic acid BrC1=C(C=CC2=C1C=C(O2)C(=O)O)N2CCN(CC2)CC2=CC=C(C=C2)Cl